6-(hydroxymethyl)-4-morpholinopyrrole OCC1CN(CCO1)C=1C=CNC1